(2R,3S,4R,5R)-5-((benzoyloxy)-methyl)-3-fluorotetrahydrofuran-2,4-dibenzoate C(C1=CC=CC=C1)(=O)OC[C@H]1[C@H]([C@@H]([C@H](O1)C1=CC=CC=C1C(=O)[O-])F)C1=CC=CC=C1C(=O)[O-]